tert-butyl ((trans)-3-(4-(trifluoromethyl)-1H-pyrazol-1-yl)cyclobutyl)carbamate FC(C=1C=NN(C1)[C@@H]1C[C@H](C1)NC(OC(C)(C)C)=O)(F)F